C1(=CC=CC=2C3=CC=CC=C3NC12)C1=C(C=CC=C1)C=1C(=NN=NC1)C1=CC=CC=2SC3=C(C21)C=CC=C3 (carbazolylphenyl)(dibenzothiophenyl)triazine